[Br-].[NH4+].CC=1N=C(SC1C)N1N([NH2+]C(=N1)C1=CC=CC=C1)C1=CC=CC=C1.[Br-] 3-(4,5-dimethylthiazol-2-yl)-2,5-diphenyltetrazolium ammonium bromide